N-(3-((1s,3S)-3-(cyanomethyl)-1-(4-methyl-4H-1,2,4-triazol-3-yl)cyclobutyl)phenyl)-7-(((3R,4S)-4-fluoro-3-methylpiperidin-1-yl)methyl)-3-methyl-1H-pyrrolo[3,2-b]pyridine-5-carboxamide C(#N)CC1CC(C1)(C1=NN=CN1C)C=1C=C(C=CC1)NC(=O)C1=CC(=C2C(=N1)C(=CN2)C)CN2C[C@H]([C@H](CC2)F)C